2-(Azetidin-1-yl)-5-cyanonicotinic acid hydrazide N1(CCC1)C1=C(C(=O)NN)C=C(C=N1)C#N